N(=C=O)C1=CC=C(C=C1)CC1=CC=C(C=C1)N=C=O 1-isocyanato-4-[(4-isocyanatophenyl)methyl]benzene